(S)-2-amino-2-(naphthalen-1-yl)acetic acid N[C@H](C(=O)O)C1=CC=CC2=CC=CC=C12